tin iodine formamidine C(=N)N.[I].[Sn]